[N+](=O)(OCCCCCCC(C)(C)C1=CC(=C2[C@H]3[C@H](C(OC2=C1)(C)C)CCC(=C3)C)O)[O-] [7-[(6Ar,10aR)-1-hydroxy-6,6,9-trimethyl-6a,7,8,10a-tetrahydrobenzo[c]chromen-3-yl]-7-methyloctyl] nitrate